(3R)-3-methyl-1-(7-(6-methyl-1-(tetrahydro-2H-pyran-2-yl)-5-(trifluoromethyl)-1H-indazol-4-yl)-2-(methylthio)-5,6,7,8-tetrahydropyrido[3,4-d]pyrimidin-4-yl)piperidin-3-ol C[C@@]1(CN(CCC1)C=1C2=C(N=C(N1)SC)CN(CC2)C2=C1C=NN(C1=CC(=C2C(F)(F)F)C)C2OCCCC2)O